phenyl α-cyanoacrylate C(#N)C(C(=O)OC1=CC=CC=C1)=C